tert-butyl (2S)-4-(7-(8-chloronaphthalen-1-yl)-2-((3-(dimethylamino)-3-oxopropyl)amino)-7,8-dihydro-5H-pyrano[4,3-d]pyrimidin-4-yl)-2-(cyanomethyl)-piperazine-1-carboxylate ClC=1C=CC=C2C=CC=C(C12)C1CC=2N=C(N=C(C2CO1)N1C[C@@H](N(CC1)C(=O)OC(C)(C)C)CC#N)NCCC(=O)N(C)C